acetonitrile, hydrochloride Cl.C(C)#N